(S)-5-bromo-N-(1-chloropropane-2-yl)picolinamide BrC=1C=CC(=NC1)C(=O)N[C@H](CCl)C